(-)-cis-3,3',4',5,7-Pentahydroxyflavone OC1=C(OC2=CC(=CC(=C2C1=O)O)O)C1=CC(=C(C=C1)O)O